NC(CO)C1CN(CC1)CC1=CC=CC=C1 2-amino-2-(1-benzylpyrrolidin-3-yl)ethan-1-ol